6-((3-fluoro-5-methoxypyridin-2-yl)methoxy)-2-(6-methylpyrimidin-4-yl)oxazolo[5,4-b]pyridine FC=1C(=NC=C(C1)OC)COC=1C=C2C(=NC1)OC(=N2)C2=NC=NC(=C2)C